C(C)[C@H]1O[C@@]2(CC1)OCCC2 (2R,5S)-ethyl-1,6-dioxaspiro[4.4]nonane